S(=O)(=O)(O)C1=CC=C(C)C=C1.S(=O)(=O)(O)C1=CC=C(C)C=C1.N=1C=C(N2C1C=CC=C2)C(=O)N imidazo[1,2-a]pyridine-3-carboxamide ditosylate